FC1=C(C=CC=C1)C=1SC=C(N1)C(=O)NCC1=C(C=CC=C1)C(F)(F)F 2-(2-fluorophenyl)-N-(2-(trifluoromethyl)benzyl)thiazole-4-carboxamide